8-bromo-6-methyl-2-(methylsulfonyl)pyrido[3,4-d]pyrimidine BrC1=NC(=CC2=C1N=C(N=C2)S(=O)(=O)C)C